methyl (Z)-2-[5-(4-cyclobutylpyrazol-1-yl)-2-methyl-phenoxy]-3-methoxy-prop-2-enoate C1(CCC1)C=1C=NN(C1)C=1C=CC(=C(O\C(\C(=O)OC)=C/OC)C1)C